N-(5-(4-(4-cyanophenyl)-4-fluoropiperidine-1-carbonyl)-2-ethyl-4-methylphenyl)-6-(isopropylamino)nicotinamide C(#N)C1=CC=C(C=C1)C1(CCN(CC1)C(=O)C=1C(=CC(=C(C1)NC(C1=CN=C(C=C1)NC(C)C)=O)CC)C)F